(tert-butyldiphenylsilyl) (methyl) fumarate C(\C=C\C(=O)OC)(=O)O[Si](C1=CC=CC=C1)(C1=CC=CC=C1)C(C)(C)C